(3S)-N-(2-(2,6-dioxopiperidin-3-yl)-1-oxoisoindolin-5-yl)-3-(methoxymethyl)indoline-1-carboxamide O=C1NC(CCC1N1C(C2=CC=C(C=C2C1)NC(=O)N1C[C@H](C2=CC=CC=C12)COC)=O)=O